(3S,5R)-1-nitroso-5-ethyl-pyrrolidine-3-carbonitrile N(=O)N1C[C@H](C[C@H]1CC)C#N